NC1=NC(=NC=C1CN(C=O)C(C)=C(CCOP(=O)(O)O)\S=C(\C1=C(C=CC=C1)C)/[O-])C (Z)-S-(2-(N-((4-amino-2-methylpyrimidin-5-yl)methyl)formamido)-5-(phosphonooxy)pent-2-en-3-yl)2-methylbenzothioate